FC1(CNCCC1NC(=O)C1=C(OC2=C1C=C(C=C2)OCC2=CN=NN2C)C)F N-(3,3-difluoropiperidin-4-yl)-2-methyl-5-((1-methyl-1H-1,2,3-triazol-5-yl)methoxy)benzofuran-3-carboxamide